3-nitro-5-phenoxy-1H-indole [N+](=O)([O-])C1=CNC2=CC=C(C=C12)OC1=CC=CC=C1